N-(3-Chlorophenyl)-N1-(4-ethoxyphenyl)-6-pyrrolidin-1-yl-[1,3,5]triazine-2,4-diamine hydrochloride Cl.ClC=1C=C(C=CC1)NC1N(C(=NC(=N1)N)N1CCCC1)C1=CC=C(C=C1)OCC